IC=1OC=2C(C1C)=C(C=CC2)C(=O)O 2-Iodo-3-methylbenzofuran-4-carboxylic acid